6-{4-[(6-methoxypyridin-3-yl)oxy]piperidin-1-yl}-N,2,5-trimethylpyridine-3-carboxamide COC1=CC=C(C=N1)OC1CCN(CC1)C1=C(C=C(C(=N1)C)C(=O)NC)C